NCCN(C1=C(C(=C(C(=N1)SC(C(=O)N)C1=CC=CC=C1)C#N)CC)C#N)C 2-((6-((2-aminoethyl)(methyl)amino)-3,5-dicyano-4-ethylpyridin-2-yl)thio)-2-phenylacetamide